1,1,1,3,3,3-hexafluoroisopropane C(C(F)(F)F)(C(F)(F)F)O